CN1CC(C1)N1N=C2C=CC(=CC2=C1)B1OC(C(O1)(C)C)(C)C 2-(1-methylazetidin-3-yl)-5-(4,4,5,5-tetramethyl-1,3,2-dioxaborolan-2-yl)Indazole